(1S,5R)-3-(8-cyanoquinoline-5-yl)-N-((s)-4,4-difluoropyridine-3-yl)-5-(trifluoromethyl)-3-azabicyclo[3.1.0]hexane-1-formamide hydrochloride Cl.C(#N)C=1C=CC(=C2C=CC=NC12)N1C[C@@]2(C[C@@]2(C1)C(F)(F)F)C(=O)N[C@H]1C=NC=CC1(F)F